OC1CN(CCC1)C(C)=O 1-(3-Hydroxy-piperidin-1-yl)ethanone